C(CCCC#C)(=O)OCC=1C=NC(=C(C1COC(CCCC#C)=O)OC(CCC\C=C/C[C@@H]1[C@H]([C@@H](C[C@@H]1O)O)CC[C@H](CCC1=CC=CC=C1)O)=O)C (5-(((Z)-7-((1R,2R,3R,5S)-3,5-Dihydroxy-2-((R)-3-hydroxy-5-phenylpentyl)cyclopentyl)hept-5-enoyl)oxy)-6-methylpyridine-3,4-diyl)bis(methylene) bis(hex-5-ynoate)